1-Benzyl-pyrazol-4-ol C(C1=CC=CC=C1)N1N=CC(=C1)O